(oxetan-3-yl)-4-(piperazin-1-yl)benzamide O1CC(C1)C1=C(C(=O)N)C=CC(=C1)N1CCNCC1